Ethyl 3-[2-chloro-4-fluoro-5-[2-fluoro-5-(trifluoromethyl)-3-pyridyl]phenyl]-5-methyl-4H-isoxazole-5-carboxylate ClC1=C(C=C(C(=C1)F)C=1C(=NC=C(C1)C(F)(F)F)F)C1=NOC(C1)(C(=O)OCC)C